BrC=1C=C2C(=CN(C2=CC1)CCCC)C=1C(N[C@@H]([C@H](N1)C1=CC=CC=C1)C1=CC=CC=C1)=O (5R,6R)-3-(5-bromo-1-butyl-1H-indol-3-yl)-5,6-diphenyl-5,6-dihydropyrazin-2(1H)-one